C(CC\C=C/CCC=C)=O (Z)-4,8-Nonadienal